Tert-butyl (3aR,5s,6aS)-5-((6-chloro-4,5-dimethylpyridazin-3-yl)amino)hexahydrocyclopenta[c]pyrrole-2(1H)-carboxylate ClC1=C(C(=C(N=N1)NC1C[C@@H]2[C@@H](CN(C2)C(=O)OC(C)(C)C)C1)C)C